O1COC2=C1C=CC=C2C[C@@H](CNC(=O)NCCC2=CC1=C(OCO1)C=C2)N(C)C ((S)-3-(benzo[d][1,3]dioxol-4-yl)-2-(dimethylamino)propyl)-3-((benzo[d][1,3]dioxol-5-yl)ethyl)urea